NCC1=C(C#N)C=C(C=C1)CN 2,5-bis(aminomethyl)benzonitrile